FC(C1=C(C=C2CCCN(C2=C1)C1=NN(C2=C1CN(CC2)C(C)=O)C2CCN(CC2)[C@@H]2CNCCC2)C=2C=NN(C2)C)F 1-[3-[7-(difluoromethyl)-6-(1-methylpyrazol-4-yl)-3,4-dihydro-2H-quinolin-1-yl]-1-[1-[(3S)-3-piperidyl]-4-piperidyl]-6,7-dihydro-4H-pyrazolo[4,3-c]pyridin-5-yl]ethanone